(2-(ethoxycarbonyl)cyclopropyl)boronic acid pinacol ester C(C)OC(=O)C1C(C1)B1OC(C)(C)C(C)(C)O1